O(C1=CC=C(C=C1)NC(=O)NC1=C(C=CC=C1)Cl)C1=CC=C(C=C1)NC(=O)NC1=C(C=CC=C1)Cl 1,1'-(oxybis(4,1-phenylene))bis(3-(2-chlorophenyl)urea)